BrC1=CC(=CC=2C(NCCOC21)=O)CN2C(=NC=C2)C 9-bromo-7-((2-methyl-1H-imidazol-1-yl)methyl)-3,4-dihydrobenzo[f][1,4]oxazepin-5(2H)-one